(S)-1-amino-2-(1-(2-cyano-3-cyclopropylacryloyl)pyrrolidin-2-yl)-4-(4-((5-methylpyridin-2-yl)carbamoyl)phenyl)-1H-imidazole-5-carboxamide NN1C(=NC(=C1C(=O)N)C1=CC=C(C=C1)C(NC1=NC=C(C=C1)C)=O)[C@H]1N(CCC1)C(C(=CC1CC1)C#N)=O